C12COCC(CC1)N2C2CN(C2)CC2=C(C=C(CNC1=C3C(N(C(C3=CC=C1)=O)C1C(NC(CC1)=O)=O)=O)C=C2)C 4-(4-((3-(3-oxa-8-azabicyclo[3.2.1]octan-8-yl)azetidin-1-yl)methyl)-3-methylbenzylamino)-2-(2,6-dioxopiperidin-3-yl)isoindoline-1,3-dione